COC1=C(C=C(C=N1)C1=CC=C2C(=NNC2=C1)C(=O)NC)C(NCC1C(OCCC1)C1=CC=CC=C1)=O 6-(6-methoxy-5-{[(2-phenyl-oxan-3-yl)methyl]carbamoyl}-pyridin-3-yl)-N-methyl-1H-indazole-3-carboxamide